BrC1=C(C=C(C(=O)N2CC=3N=C(N(C(C3C[C@H]2C)=O)C2=CC=C(C(=O)NC)C=C2)NC(C)C)C=C1)C(F)(F)F (R)-4-(7-(4-Bromo-3-(trifluoromethyl)benzoyl)-2-(isopropylamino)-6-methyl-4-oxo-5,6,7,8-tetrahydropyrido[3,4-d]pyrimidin-3(4H)-yl)-N-methylbenzamide